C1(CC1)C(=O)C1=CNC=2N=CN=C(C21)N[C@@H]2CC[C@@H](N(C2)C(C=C)=O)C 1-((2S,5R)-5-((5-(cyclopropanecarbonyl)-7H-pyrrolo[2,3-d]pyrimidin-4-yl)amino)-2-methylpiperidin-1-yl)prop-2-en-1-one